C(C)P(O)(O)=O.C(C)OP(O)=O phosphonic ACID ETHYL ESTER (ethyl phosphonate)